O=C1N(CCC(N1)=O)C=1C=C(CN2CCN(CC2)C2=CC=C(C(=O)NC=3C4=C(NN3)CN(C4)C([C@@H](C4=CC=CC=C4)OC)=O)C=C2)C=CC1 (R)-4-(4-(3-(2,4-dioxotetrahydropyrimidin-1(2H)-yl)benzyl)piperazin-1-yl)-N-(5-(2-methoxy-2-phenylacetyl)-1,4,5,6-tetrahydropyrrolo[3,4-c]pyrazol-3-yl)benzamide